ClC1=CC=C(OC2=CC=C(C=C2)NC=2C=C3CN(C(C3=CC2)=O)C)C=C1 5-((4-(4-Chlorophenoxy)phenyl)amino)-2-methyl-isoindolin-1-one